ClC=1C(=NC(=NC1)NC)C1=C(N=C(S1)NC(=O)NC1=CC(=C(C=C1)CN1CCN(CC1)C(C)C)C(F)(F)F)C 1-(5-(5-chloro-2-(methylamino)pyrimidin-4-yl)-4-methylthiazol-2-yl)-3-(4-((4-isopropylpiperazin-1-yl)methyl)-3-(trifluoromethyl)phenyl)urea